tert-butyl (5-(1-(3-chlorophenyl)ethyl)-6-oxo-5,6,7,8-tetrahydro-1,5-naphthyridin-2-yl)carbamate ClC=1C=C(C=CC1)C(C)N1C=2C=CC(=NC2CCC1=O)NC(OC(C)(C)C)=O